N-(3-aminocyclohexyl)-2-aminoethanol NC1CC(CCC1)NCCO